1-[4-(1,3-dioxolan-2-yl)-3-nitro-phenyl]ethanone O1C(OCC1)C1=C(C=C(C=C1)C(C)=O)[N+](=O)[O-]